3-(3-aminooxetan-3-yl)-2-(4-chlorophenyl)-1-(4-((5R,7R)-7-hydroxy-5-methyl-6,7-dihydro-5H-cyclopenta[d]pyrimidin-4-yl)piperazin-1-yl)propan-1-one NC1(COC1)CC(C(=O)N1CCN(CC1)C=1C2=C(N=CN1)[C@@H](C[C@H]2C)O)C2=CC=C(C=C2)Cl